C(C=C)(=O)N1CC(C1)(C#N)C(=O)N1CCC(CC1)N1N=CC(=C1)C1=NC2=CC(=CC=C2N=C1)NC1=CC(=CC(=C1)OC)OC 1-acryloyl-3-(4-(4-(7-((3,5-dimethoxyphenyl)-amino)quinoxalin-2-yl)-1H-pyrazol-1-yl)-piperidine-1-carbonyl)-azetidine-3-carbonitrile